C(#N)[NH2+]C#N Dicyano-ammonium